7-bromo-3-(trifluoromethyl)isoquinolin-1(2H)-one BrC1=CC=C2C=C(NC(C2=C1)=O)C(F)(F)F